C1NCC12CC(C2)CC=2C=CC(=C(C#N)C2)C(F)(F)F 5-(2-azaspiro[3.3]heptan-6-ylmethyl)-2-(trifluoromethyl)benzonitrile